N1(CCCC1)C1=NC2=CC=CC=C2C(=N1)N 2-(pyrrolidine-1-yl)quinazoline-4-amine